7-benzyl 2-(tert-butyl) 3,4-dihydroisoquinoline-2,7(1H)-dicarboxylate C1N(CCC2=CC=C(C=C12)C(=O)OCC1=CC=CC=C1)C(=O)OC(C)(C)C